OC=1C(C(=C(C(C1C)=O)O)C)=O 2,5-dihydroxy-3,6-dimethyl-1,4-benzoquinone